O=C1NC(CCC1N1C(C2=CC=CC(=C2C1=O)NCCCCCCN1CCN(CC1)C1CCN(CC1)C(=O)OC(C)(C)C)=O)=O tert-Butyl 4-(4-(6-((2-(2,6-dioxopiperidin-3-yl)-1,3-dioxoisoindolin-4-yl)amino)hexyl)piperazin-1-yl)piperidine-1-carboxylate